sodium 4-(5-amino-3-oxo-4-(((phenylmethyl-d2)sulfonyl)oxy)-2,3-dihydrofuran-2-yl-2-d)benzoate NC1=C(C(C(O1)([2H])C1=CC=C(C(=O)[O-])C=C1)=O)OS(=O)(=O)C([2H])([2H])C1=CC=CC=C1.[Na+]